ClC=1C=C(C=C(C1)[C@@H]1N(CCOC1)C(\C=C/Cl)=O)C1=CC(=NC=C1)N1C(CCC1)=O (S,Z)-1-(4-(3-chloro-5-(4-(3-chloroacryloyl)morpholin-3-yl)phenyl)pyridin-2-yl)pyrrolidin-2-one